2-Amino-ethanol NCCO